CCCCC/C=C\\C/C=C\\C/C=C\\CCCCC(=O)CC(=O)SCCNC(=O)CCNC(=O)[C@@H](C(C)(C)COP(=O)([O-])OP(=O)([O-])OC[C@@H]1[C@H]([C@H]([C@@H](O1)N2C=NC3=C(N=CN=C32)N)O)OP(=O)([O-])[O-])O The molecule is a 3-oxo-fatty acyl-CoA(4-) arising from deprotonation of the phosphate and diphosphate functions of (8Z,11Z,14Z)-3-oxoicosa-8,11,14-trienoyl-CoA. It is a conjugate base of an (8Z,11Z,14Z)-3-oxoicosa-8,11,14-trienoyl-CoA.